(R)-8-isopropyl-2-phenyl-5-(1-(4-(trifluoromethyl)-phenyl)ethyl)-2,5,8-triazaspiro[3.5]nonane-6,9-dione C(C)(C)N1CC(N(C2(CN(C2)C2=CC=CC=C2)C1=O)[C@H](C)C1=CC=C(C=C1)C(F)(F)F)=O